amino-2-(5-cyclopropyl-1,3,4-oxadiazol-2-yl)-N-[(dimethylamino)methylidene]-benzenesulfonamide NC=1C(=C(C=CC1)S(=O)(=O)N=CN(C)C)C=1OC(=NN1)C1CC1